COC=1C=C2C(=NC=NC2=CC1OC)N1CC(C1)CNC(OC(C)(C)C)=O tert-butyl (1-(6,7-dimethoxyquinazolin-4-yl)azetidin-3-yl)methylcarbamate